3-chloro-5-{2-[(2r,4s)-4-[(4-methanesulfonylphenoxy)methyl]-2-methylpyrrolidin-1-yl]ethyl}benzonitrile ClC=1C=C(C#N)C=C(C1)CCN1[C@@H](C[C@@H](C1)COC1=CC=C(C=C1)S(=O)(=O)C)C